O=C1NC(=C(C=C1C(=O)N)C1=CC=C(C=C1)C)C(F)(F)F 2-oxo-5-(p-tolyl)-6-(trifluoromethyl)-1,2-dihydropyridine-3-carboxamide